(oxy-di-2,1-phenylene)bis(diphenylphosphine) O(C1=C(C=CC=C1)P(C1=CC=CC=C1)C1=CC=CC=C1)C1=C(C=CC=C1)P(C1=CC=CC=C1)C1=CC=CC=C1